FC(S(=O)(=O)NC1=C(C=CC=C1)C1=CC=C2C(CCOC2=C1)=O)(F)F 1,1,1-trifluoro-N-(2-(4-oxochroman-7-yl)phenyl)methanesulfonamide